FC=1C2=C(C=C3C=NN(C13)S(=O)(=O)CC[Si](C)(C)C)N(C(=C2)C2CCOCC2)C2=CC=C(C=C2)F 2-[8-fluoro-5-(4-fluorophenyl)-6-tetrahydropyran-4-yl-pyrrolo[2,3-f]indazol-1-yl]sulfonylethyl-trimethyl-silane